methylphenyl-bis(propoxymethyl)silane C[Si](COCCC)(COCCC)C1=CC=CC=C1